O[C@@H]1[C@H](CCC1)NC(C1=NC(=CC(=C1)CC=1C=NC(=CC1)C=1C=NN(C1)C)C1=NN(C=C1)C)=O N-((1S,2S)-2-hydroxycyclopentyl)-6-(1-methyl-1H-pyrazol-3-yl)-4-((6-(1-methyl-1H-pyrazol-4-yl)pyridin-3-yl)methyl)picolinamide